CN(C1=C(C(C1=O)=O)N1CC(C1)C#N)CC1=CC=C(C=C1)C1=NOC(=N1)C(F)(F)F 1-(2-(methyl(4-(5-(trifluoromethyl)-1,2,4-oxadiazol-3-yl)benzyl)amino)-3,4-dioxocyclobut-1-en-1-yl)azetidine-3-carbonitrile